(E)-3-(4-isopropyl-3-methoxyphenylvinyl)thiophene C(C)(C)C1=C(C=C(C=C1)/C=C/C1=CSC=C1)OC